CC1NCCC2(C1)OCCC1=C2SC=C1 2'-methyl-spiro[4,5-dihydrothieno[2,3-c]pyran-7,4'-piperidine]